2-acetamido-5-hydroxybenzoic acid methyl ester COC(C1=C(C=CC(=C1)O)NC(C)=O)=O